threoninylcarboxamide N[C@@H]([C@H](O)C)C(=O)C(=O)N